6-chloro-5-((3-fluorobicyclo[1.1.1]pentan-1-yl)carbamoyl)pyridin ClC1=C(C=CC=N1)C(NC12CC(C1)(C2)F)=O